CC(COC(C)=O)CCC 2-Methylpentylacetat